C(C1=CC=CC=C1)OC(C1=C(C(=CC=C1)Br)C)=O bromo-2-methylbenzoic acid benzyl ester